[(1R)-2-[(3R)-2,3-dihydro-1-benzofuran-3-yl]-1-{[(1S,2R,4R)-7-oxabicyclo[2.2.1]heptan-2-yl]formamido}ethyl]boronic acid O1C[C@@H](C2=C1C=CC=C2)C[C@H](NC(=O)[C@H]2[C@@H]1CC[C@H](C2)O1)B(O)O